CC1=CNC2=NC=C(C=C21)C=2C=C1N(N2)CCC12CNC2 2'-(3-methyl-1H-pyrrolo[2,3-b]pyridin-5-yl)-5',6'-dihydrospiro[azetidine-3,4'-pyrrolo[1,2-b]pyrazole]